2-(1H-Imidazol-1-yl)-5-methyl-8-((6-(2-morpholinoethoxy)pyridin-3-yl)amino)pyrido-[3,2-d]pyrimidin-6(5H)-on N1(C=NC=C1)C=1N=CC2=C(N1)C(=CC(N2C)=O)NC=2C=NC(=CC2)OCCN2CCOCC2